di-tert-butyl ((4S)-5-(1,3-dioxoisoindolin-2-yl)-2-((triisopropylsilyl)oxy)pentane-1,4-diyl)dicarbamate O=C1N(C(C2=CC=CC=C12)=O)C[C@H](CC(CNC(OC(C)(C)C)=O)O[Si](C(C)C)(C(C)C)C(C)C)NC(OC(C)(C)C)=O